1-(t-butoxycarbonyl)-3-(trifluoromethyl)-4,4-dimethyl-6-methoxy-1,2,3,4-tetrahydroquinoline C(C)(C)(C)OC(=O)N1CC(C(C2=CC(=CC=C12)OC)(C)C)C(F)(F)F